CC1CC(CCCCCCCCC\C=C/C1)=O (5Z)-3-methylcyclopentadecan-5-en-1-one